tert-butyl (2-((6-((5-(2,3-dihydrobenzo[b][1,4]dioxine-6-carboxamido)-2-methylphenyl)carbamoyl)quinolin-2-yl)amino)ethyl)carbamate O1C2=C(OCC1)C=C(C=C2)C(=O)NC=2C=CC(=C(C2)NC(=O)C=2C=C1C=CC(=NC1=CC2)NCCNC(OC(C)(C)C)=O)C